tert-Butyl (tert-butoxycarbonyl)(4-(4-((2-fluoro-3-((3-methoxypropyl)-carbamoyl)benzyl)amino)-2,3-dihydrofuro[3,2-c]pyridin-7-yl)pyrimidin-2-yl)-carbamate C(C)(C)(C)OC(=O)N(C(OC(C)(C)C)=O)C1=NC=CC(=N1)C=1C2=C(C(=NC1)NCC1=C(C(=CC=C1)C(NCCCOC)=O)F)CCO2